[Br-].C(CCCCCCCCCCCCC)N1CN(C=C1)CCCCCCCCCCCCCC 1,3-ditetradecyl-imidazole bromide salt